C(C)(C)(C)OC(=O)C1=CSC=2C1=NC=CC2C2=C(C=CC(=C2)Cl)O 7-(5-chloro-2-hydroxyphenyl)thieno[3,2-b]pyridine-3-carboxylic acid tert-butyl ester